COC=1C(=CC2=C(N=C(S2)NC(C(CC2=CC=CC=C2)C2=CC=C(C=C2)S(=O)(=O)CC)=O)C1)OC N-(5,6-Dimethoxy-benzothiazol-2-yl)-2-(4-ethanesulfonyl-phenyl)-3-phenyl-propionamide